5-chloro-7-{2-methylbicyclo[1.1.1]pentan-1-yl}-2-(methylsulfanyl)imidazo[4,3-f][1,2,4]triazine ClC=1N=C(N2N=C(N=CC21)SC)C21C(C(C2)C1)C